CC=1N=NC=C(C1[C@@H](C)OC=1C=C2C(=NNC2=CC1)C=1C=NC(=C(C#N)C1)O[C@@H]1COCC1)C 5-(5-((R)-1-(3,5-dimethyl-pyridazin-4-yl)ethoxy)-1H-indazol-3-yl)-2-(((S)-tetrahydro-furan-3-yl)oxy)nicotinonitrile